11-Undecanamide CCCCCCCCCCC(=O)N